FC1=C(C=C2CN(C(C2=C1)=O)C1C(NC(CC1)=O)=O)CN(C)C1CCN(CC1)C1=CC=C(C=C1)[C@H]1[C@H](CCC2=CC(=CC=C12)O)C1=CC=CC=C1 3-(6-fluoro-5-(((1-(4-((1R,2S)-6-hydroxy-2-phenyl-1,2,3,4-tetrahydronaphthalen-1-yl)phenyl)piperidin-4-yl)(methyl)amino)methyl)-1-oxoisoindolin-2-yl)piperidine-2,6-dione